rel-(R)-N-Methyl-1-(5-phenylisochroman-1-yl)methanamine hydrochloride salt Cl.CNC[C@@H]1OCCC2=C(C=CC=C12)C1=CC=CC=C1 |o1:4|